5-(2-(ethylamino)-7H-pyrrolo[2,3-d]pyrimidin-5-yl)-N-(2-fluoro-2-methylpropyl)pyrazolo[1,5-a]pyridine-3-carboxamide C(C)NC=1N=CC2=C(N1)NC=C2C2=CC=1N(C=C2)N=CC1C(=O)NCC(C)(C)F